C(C)(C)(C)[S@](=O)NC(CCC1CC1)(C1=NC=CC=C1)C=1C=CC(=C(C1)NC(=O)[C@@H]1NC[C@@H](C1)OC)F (2R,4R)-N-(5-(1-(((S)-tert-butylsulfinyl)amino)-3-cyclopropyl-1-(pyridin-2-yl)propyl)-2-fluorophenyl)-4-methoxypyrrolidine-2-carboxamide